C(C=C)(=O)OC[Si](N[Si](C)(C)COC(C=C)=O)(C)C 1,3-bis(acryloyloxymethyl)-1,1,3,3-tetramethyldisilazane